BrC1=C(C=O)C(=CC=C1F)OCCBr 2-bromo-6-(2-bromoethoxy)-3-fluorobenzaldehyde